ClC1=C(C2=C(NC(C(N2)=O)CC)C=N1)F 7-chloro-3-ethyl-8-fluoro-3,4-dihydropyrido[3,4-b]pyrazin-2(1H)-one